C1(CCC1)NC(=O)C1=CN=C2N1N=C(C=C2NC)NC2=CC(=CC=C2)C2=NC=C(C=C2)C=O N-cyclobutyl-6-{[3-(5-formylpyridin-2-yl)phenyl]amino}-8-(methylamino)imidazo[1,2-b]pyridazine-3-carboxamide